NC=1SC2=C(N1)C(=CC=C2F)C2=C(C=C1C(=NC(N3C1=C2SCC2(C3)CCC2)=O)N2CCNCC2)C(F)(F)F (R)-11'-(2-amino-7-fluorobenzo[d]thiazol-4-yl)-8'-(piperazin-1-yl)-10'-(trifluoromethyl)-2'H,4'H,6'H-spiro[cyclobutane-1,3'-[1,4]thiazepino[2,3,4-ij]quinazolin]-6'-one